ClC1=NN2C(N=C(C=C2)N2[C@H](C[C@H](C2)F)C2=C(C=CC(=C2)F)F)=C1NC(=O)NC1C(C1)(F)F 1-(2-chloro-5-((2R,4R)-2-(2,5-difluorophenyl)-4-fluoropyrrolidin-1-yl)pyrazolo[1,5-a]pyrimidin-3-yl)-3-(2,2-difluorocyclopropyl)urea